azatetradecan NCCCCCCCCCCCCC